(R)-2-(4-methoxyphenyl)-3-methyl-5-(3,4-dimethoxyphenyl)imidazole COC1=CC=C(C=C1)C1=NC(=CN1C)C1=CC(=C(C=C1)OC)OC